C=C1CCN2CCC[C@]12C(=O)OCC ethyl (R)-1-methylenetetrahydro-1H-pyrrolizine-7a(5H)-carboxylate